(S)-3-(2-((S)-3-amino-4-oxo-3,4-dihydrobenzo[b][1,4]oxazepin-5(2H)-yl)acetamido)-2-oxo-4-((S)-2-oxopyrrolidin-3-yl)butyl 2,6-dichlorobenzoate hydrochloride Cl.ClC1=C(C(=O)OCC([C@H](C[C@H]2C(NCC2)=O)NC(CN2C3=C(OC[C@@H](C2=O)N)C=CC=C3)=O)=O)C(=CC=C1)Cl